OCN1C(CCCC1=O)=O 1-(hydroxymethyl)piperidine-2,6-dione